OC1=C(C(=CC(=C1)C(C)(CCCCCC)C)O)C1C2CC(C(=C1)CC(C(=O)[O-])(C)C)C2(C)C (2-[2,6-dihydroxy-4-(2-methyloctan-2-yl)phenyl]-7,7-dimethyl-4-bicyclo[3.1.1]hept-3-enyl)pivalate